2-(1-(4-amino-3-(6-morpholinopyridin-3-yl)-1H-pyrazolo[3,4-d]pyrimidin-1-yl)ethyl)-3-(3-fluorophenyl)-4H-chromen-4-one NC1=C2C(=NC=N1)N(N=C2C=2C=NC(=CC2)N2CCOCC2)C(C)C=2OC1=CC=CC=C1C(C2C2=CC(=CC=C2)F)=O